(R)-2-amino-3-(3-(4-chloro-1-ethyl-1H-pyrazol-5-yl)-5-fluorobenzamido)propanoic acid N[C@@H](C(=O)O)CNC(C1=CC(=CC(=C1)F)C1=C(C=NN1CC)Cl)=O